α-Diazo-4-methylphenyl-N-pentylacetamide [N+](=[N-])=C(C(=O)NCCCCC)C1=CC=C(C=C1)C